C[Si](C(C(=O)OC1=CC=CC=C1)C)(C)C phenyl α-trimethylsilylpropionate